[Si](C1=CC=CC=C1)(C1=CC=CC=C1)(C(C)(C)C)O[C@@H]1[C@@](COC1)(C#N)N1CCC(CC1)NC(OCC1=CC=CC=C1)=O benzyl N-[1-[(3S,4R)-4-[tert-butyl(diphenyl)silyl]oxy-3-cyano-tetrahydrofuran-3-yl]-4-piperidyl]carbamate